C1(CCCCC1)C1=CC=C(CN(C(=O)[C@H]2N(CC2)S(=O)(=O)C2=C(C(=C(C(=C2F)F)F)F)F)C2=CC(=C(C(=O)O)C=C2)O)C=C1 (S)-4-(N-(4-Cyclohexylbenzyl)-1-((perfluorophenyl)sulfonyl)azetidine-2-carboxamido)-2-hydroxybenzoic acid